(5S,7S)-2-Cyclopropylsulfonyl-7-fluoro-5-(3-fluorophenyl)-6,7-dihydro-5H-pyrrolo[1,2-b][1,2,4]triazol C1(CC1)S(=O)(=O)C=1N=C2N(N1)[C@@H](C[C@@H]2F)C2=CC(=CC=C2)F